5-[1-(2-Fluoro-6-methyl-phenyl)-piperidin-4-yl]-7-(2-isopropoxy-benzyl)-2-methyl-2,4,5,7-tetrahydro-pyrazolo[3,4-d]pyrimidin-6-on FC1=C(C(=CC=C1)C)N1CCC(CC1)N1C(N(C=2C(C1)=CN(N2)C)CC2=C(C=CC=C2)OC(C)C)=O